S(CCC(=O)OC(CCCCCCCCCCCCCCCCC)=O)CCC(=O)OC(CCCCCCCCCCCCCCCCC)=O bis-stearoyl thiodipropionate